C[C@@]12OO[C@]34[C@@H](CC1)[C@@H](CC[C@H]3[C@H]([C@H](O[C@@H]4O2)CNC(=O)C2=NC=CC=C2)C)C N-{[(3R,5aS,6R,8aS,9R,10S,12R,12aR)-3,6,9-trimethyldecahydro-12H-3,12-epoxypyrano[4,3-j][1,2]benzodioxepin-10-yl]methyl}pyridine-2-carboxamide